C(C)N(C1=CC=C2C=CC(OC2=C1)=O)CC 7-(diethylamino)-2H-chromen-2-one